(R)-Tetrahydrofuran-3-yl (8-amino-7-fluoro-6-(7-(hydroxymethyl)-4-methyl-5,6,7,8-tetrahydro-1,5-naphthyridin-3-yl)isoquinolin-3-yl)carbamate NC=1C(=C(C=C2C=C(N=CC12)NC(O[C@H]1COCC1)=O)C=1C=NC=2CC(CNC2C1C)CO)F